C(CCCCCCCCCCCCCCCCC)C1=CC(=C(C=C1)OCC)CCO p-octadecyl-hydroxyethyl-phenetole